FC1=CC(=C(C=C1)/C=C/C(=O)OCC)C (E)-Ethyl 3-(4-fluoro-2-methylphenyl)acrylate